lithium bis(difluorosulfimide) Lithium [Li].FS(=N)F.FS(=N)F.[Li]